nonyl 8-((2-((tert-butoxycarbonyl)amino)ethyl)(3-hydroxypropyl)amino)octanoate C(C)(C)(C)OC(=O)NCCN(CCCCCCCC(=O)OCCCCCCCCC)CCCO